C(C)N(C(=O)C1=CN=C(N1C)C(N)=NO)C=1C=NC=CC1 N-ethyl-2-(N'-hydroxycarbamimidoyl)-1-methyl-N-(pyridin-3-yl)-1H-imidazole-5-carboxamide